CC1(CC1)NS(=O)(=O)C=1C=C2C(N(C(C2=CC1)=O)C/C=C/C(=O)N)=O (E)-4-(5-(N-(1-methylcyclopropyl)sulfamoyl)-1,3-dioxoisoindolin-2-yl)but-2-enamide